N-(spiro[3.3]heptan-2-yl)acetamide C1C(CC12CCC2)NC(C)=O